NCC([O-])C1=CC=C(C=C1)[N+](=O)[O-] 2-amino-1-(4-nitrophenyl)ethanolate